(6-(4-(3H-imidazo[4,5-b]pyridin-7-yl)-1H-pyrazol-1-yl)pyridin-3-yl)-4,4,4-trifluoro-N-methylbutan-1-amine N1=CNC2=NC=CC(=C21)C=2C=NN(C2)C2=CC=C(C=N2)C(CCC(F)(F)F)NC